C(C)(C)(C)OC(N[C@@H]1C[C@H](C1)N)=O (trans-3-aminocyclobutyl)carbamic acid tert-butyl ester